C(#N)CCN1N=CC=C1C N-(2-cyanoethyl)-5-methylpyrazole